(5-((2-(nicotinamido)ethyl)amino)-5-oxopentyl)triphenylphosphonium C(C1=CN=CC=C1)(=O)NCCNC(CCCC[P+](C1=CC=CC=C1)(C1=CC=CC=C1)C1=CC=CC=C1)=O